ClC1=C(C(=CC=C1Cl)F)C1(CN(CC1)C(C(=C)F)=O)NC=1C=C2C(N(C=NC2=CC1)C([2H])([2H])[2H])=O 6-((3-(2,3-dichloro-6-fluorophenyl)-1-(2-fluoroacryloyl)pyrrolidin-3-yl)amino)-3-(methyl-d3)quinazolin-4(3H)-one